N-(4,4-Difluorocyclohexyl)-2-((6-methoxy-2-methylpyridin-3-yl)sulfonyl)-2-azaspiro[3.4]octan-6-amine FC1(CCC(CC1)NC1CC2(CN(C2)S(=O)(=O)C=2C(=NC(=CC2)OC)C)CC1)F